S1C(=NC2=C1CCC2)CC 2-{4H,5H,6H-Cyclopenta[d][1,3]thiazol-2-yl}ethan